C1(CCCC1)C1=CC=C(C=C1)N(C=1C=C2CCN[C@@H](C2=CC1)CNC1=C(C(=O)O)C=CN=C1)C (S)-3-(((6-((4-cyclopentylphenyl)(methyl)amino)-1,2,3,4-tetrahydro-isoquinolin-1-yl)methyl)amino)isonicotinic acid